2-methacryloxy ethyl phthalate C(C=1C(C(=O)OOC(C(=C)C)=O)=CC=CC1)(=O)OCC